(4-(2-(4-cyclopropyl-3-fluorophenyl)acetyl)piperazin-1-yl)pyridazine-3-carbonitrile C1(CC1)C1=C(C=C(C=C1)CC(=O)N1CCN(CC1)C1=C(N=NC=C1)C#N)F